ClC1=CN=C(C(=N1)N)C1=C(C=CC(=C1)Cl)OC 6-chloro-3-(5-chloro-2-methoxyphenyl)pyrazin-2-amine